[Si](C)(C)(C(C)(C)C)O[C@@H](C)C=1C=C(C=C2C(C(=C(OC12)C1(CC1)CC(=O)OCC)C)=O)C ethyl 2-[1-[8-[(1S)-1-[tert-Butyl(dimethyl)silyl]oxyethyl]-3,6-dimethyl-4-oxo-chromen-2-yl]cyclopropyl]acetate